diundecyl octanedioate C(CCCCCCC(=O)OCCCCCCCCCCC)(=O)OCCCCCCCCCCC